CC1(C(OB(O1)C=1C=NN(C1)C(=O)OC(C)(C)C)(C)C)C tert-butyl 4-(tetramethyl-1,3,2-dioxaborolan-2-yl)-1H-pyrazole-1-carboxylate